C(CC1=CC=CC=C1)C=1C=C(C=CC1)C1=CC=2C(=NC=CC2C=2C=C3C(=NNC3=CC2)N)N1 5-(2-(3-Phenethylphenyl)-1H-pyrrolo[2,3-b]pyridin-4-yl)-1H-indazol-3-amine